1-(5-{[4-chloro-3-(5-phenyl-1H-imidazol-2-yl)phenyl]amino}-1,2,3,4-tetrahydroisoquinolin-2-yl)-2-hydroxypropan-1-one ClC1=C(C=C(C=C1)NC1=C2CCN(CC2=CC=C1)C(C(C)O)=O)C=1NC(=CN1)C1=CC=CC=C1